N[C@@H](C)C1=NC=NN1C=1SC(=CN1)C(=O)NC 2-[5-[(1S)-1-aminoethyl]-1,2,4-triazol-1-yl]-N-methyl-thiazole-5-carboxamide